3-(2,3-difluoro-4-methoxyphenyl)-N-(2-morpholinopyrimidin-4-yl)isoxazol-5-amine FC1=C(C=CC(=C1F)OC)C1=NOC(=C1)NC1=NC(=NC=C1)N1CCOCC1